CN1N=C(C2=CC=C(C=C12)C1CCN(CC1)CC1CCN(CC1)S(=O)(=O)N1CCC(CC1)NC1=NC=C(C=N1)C(F)(F)F)N1C(NC(CC1)=O)=O 1-(1-methyl-6-(1-((1-((4-((5-(trifluoro-methyl)pyrimidin-2-yl)amino)piperidin-1-yl)sulfonyl)piperidin-4-yl)methyl)piperidin-4-yl)-1H-indazol-3-yl)dihydropyrimidine-2,4(1H,3H)-dione